O=C1NC=CC=C1C1=NC2=C(N1)C=CC(=C2)C(=N)N 2-(2-oxo-1,2-dihydro-pyridin-3-yl)-1h-benzoimidazole-5-carboxamidine